Methyl 6-cyclopropyl-3-((2-(3,3-difluoropropyl)-3-(tetrahydro-2H-pyran-4-yl)phenyl)amino)pyrazine-2-carboxylate C1(CC1)C1=CN=C(C(=N1)C(=O)OC)NC1=C(C(=CC=C1)C1CCOCC1)CCC(F)F